CC=1C(=NN2CC(NCCC21)=O)NC=2N=CC1=C(N2)CN(CC1)C1=C(C2=C(OCCN2)N=C1)C methyl-2-[(7-{8-methyl-1H,2H,3H-pyrido[2,3-b][1,4]oxazin-7-yl}-5H,6H,7H,8H-pyrido[3,4-d]pyrimidin-2-yl)amino]-4H,5H,6H,7H,8H-pyrazolo[1,5-d][1,4]diazepin-7-on